NC1=NC(=C2N=CN(C2=N1)CC(=O)NC1=CC(=NN1CC)C)NCC1=CC=NC=C1 2-(2-amino-6-((pyridin-4-ylmethyl)amino)-9H-purin-9-yl)-N-(1-ethyl-3-methyl-1H-pyrazol-5-yl)acetamide